N-{5-[(1R,3R)-3-[4-(trifluoromethyl)phenyl]cyclobutoxy]-1H-indol-3-yl}oxane-4-carboxamide FC(C1=CC=C(C=C1)C1CC(C1)OC=1C=C2C(=CNC2=CC1)NC(=O)C1CCOCC1)(F)F